2-(6-((2-((1-(1-cyclopropylpiperidin-4-yl)-3,5-dimethyl-1H-pyrazol-4-yl)amino)-5-methylthieno[2,3-d]pyrimidin-4-yl)amino)pyridin-2-yl)propan-2-ol C1(CC1)N1CCC(CC1)N1N=C(C(=C1C)NC=1N=C(C2=C(N1)SC=C2C)NC2=CC=CC(=N2)C(C)(C)O)C